1-(4-Iodo-1H-pyrazol-3-yl)-2-methylpropan-1-one IC=1C(=NNC1)C(C(C)C)=O